N-(3-methoxy-4-methyl-phenyl)-4-oxo-cyclohexanecarboxamide COC=1C=C(C=CC1C)NC(=O)C1CCC(CC1)=O